6-(2,4-dimethoxypyrimidin-5-yl)-8-((1R,2R)-2-fluoro-2-phenylcyclopropyl)imidazo[1,2-b]pyridazine COC1=NC=C(C(=N1)OC)C=1C=C(C=2N(N1)C=CN2)[C@@H]2[C@](C2)(C2=CC=CC=C2)F